methyl 8-(1-methoxyethyl)-2-methylimidazo[1,2-a]pyridine-6-carboxylate COC(C)C=1C=2N(C=C(C1)C(=O)OC)C=C(N2)C